platinum iron carbon [C].[Fe].[Pt]